COC1=C(CN(S(=O)(=O)C2=C(C=CC(=C2)CC)OC)C2=NOC3=C2C=CC(=C3)C)C=CC(=C1)OC N-(2,4-dimethoxybenzyl)-5-ethyl-2-methoxy-N-(6-methylbenzo[d]isoxazol-3-yl)benzenesulfonamide